2-(3-(4-(2-(4-((2-(7-methyl-2,7-diazaspiro[4.4]nonan-2-yl)pyrimidin-4-yl)methoxy)phenyl)propan-2-yl)phenoxy)cyclobutyl)isoindolin-1,3-dione CN1CC2(CCN(C2)C2=NC=CC(=N2)COC2=CC=C(C=C2)C(C)(C)C2=CC=C(OC3CC(C3)N3C(C4=CC=CC=C4C3=O)=O)C=C2)CC1